ClC=1C=C2C(=NC1OC)C(=C(N2C)C2=NN=C(N2)C(COC)OC)C=2C=NNC2 6-chloro-2-(5-(1,2-dimethoxyethyl)-4H-1,2,4-triazol-3-yl)-5-methoxy-1-methyl-3-(1H-pyrazol-4-yl)-1H-pyrrolo[3,2-b]pyridine